tert-butyl 4-[4-[(2,6-dioxo-3-piperidyl)amino]-2-fluoro-phenyl]-1,4-diazepane-1-carboxylate O=C1NC(CCC1NC1=CC(=C(C=C1)N1CCN(CCC1)C(=O)OC(C)(C)C)F)=O